(4aR,8aS)-6-[6-[[1-(2-hydroxyethyl)-3-(trifluoromethyl)pyrrolo[2,3-b]pyridin-6-yl]methyl]-2-azaspiro[3.3]heptane-2-carbonyl]-4,4a,5,7,8,8a-hexahydropyrido[4,3-b][1,4]oxazin-3-one OCCN1C=C(C=2C1=NC(=CC2)CC2CC1(CN(C1)C(=O)N1C[C@@H]3[C@@H](OCC(N3)=O)CC1)C2)C(F)(F)F